CC(CN)(C)C 2,2-dimethylpropane-1-amine